silver-germanium [Ge].[Ag]